(-)-3-Hydroxy-2,2-dimethyl-5-(o-tolyl)cyclohexan-1-one OC1C(C(CC(C1)C1=C(C=CC=C1)C)=O)(C)C